CC1(CCCCN1C(=O)[O-])C 6,6-dimethylpiperidate